C(#N)C1(CC1)NC(C1=C(C=CC=C1)OC(F)F)=O N-(1-cyanocyclopropyl)-2-(difluoromethoxy)benzamide